7-((2,4-Dimethylphenyl)sulfonyl)-2-((tetrahydro-2H-pyran-4-yl)methyl)-2,7-diazaspiro[3.5]nonane CC1=C(C=CC(=C1)C)S(=O)(=O)N1CCC2(CN(C2)CC2CCOCC2)CC1